C1(CC1)[C@H]([C@@H](CC(=O)OC(C)(C)C)C)NC(CN1C(C(C2=C(C(=CC=C12)C1CC1)F)(C)C)=O)=O tert-butyl (3R,4S)-4-cyclopropyl-4-(2-(5-cyclopropyl-4-fluoro-3,3-dimethyl-2-oxoindolin-1-yl)acetamido)-3-methylbutanoate